tert-butyl N-(3-hydroxypropyl)-N-(1H-pyrazol-3-ylmethyl)carbamate OCCCN(C(OC(C)(C)C)=O)CC1=NNC=C1